[Na].C(=C)OS(=O)(=O)C1=CC=CC=C1 vinylbenzenesulfonate sodium